[K].C(C)(C)(C)O t-butanol, potassium salt